C(CCCCC(C)C)C1=CC=C(C=C1)O p-isooctylphenol